2-Chloropyridine-3-carboxylic acid chloride ClC1=NC=CC=C1C(=O)Cl